4-(Butylamino)-2-ethoxy-N-methyl-N-(5-nitrothiazol-2-yl)benzamide ethyl-bromo-acetate C(C)OC(CBr)=O.C(CCC)NC1=CC(=C(C(=O)N(C=2SC(=CN2)[N+](=O)[O-])C)C=C1)OCC